[2-(4-nitro-2,1,3-benzoxadiazol-7-yl)aminoethyl]Trimethylammonium tert-butyl-(3-(3-chlorophenyl)cyclobutyl)carbamate C(C)(C)(C)N(C([O-])=O)C1CC(C1)C1=CC(=CC=C1)Cl.[N+](=O)([O-])C1=CC=C(C2=NON=C21)NCC[N+](C)(C)C